2-chloro-N-(4-chloro-3-(pyridin-2-yl)phenyl)-N4-(2,2,2-trifluoroethyl)terephthalamide ClC1=C(C(=O)NC2=CC(=C(C=C2)Cl)C2=NC=CC=C2)C=CC(=C1)C(=O)NCC(F)(F)F